CC1=C(C=CC=2N1C=CN2)C(=O)OC methyl 5-methylimidazo[1,2-a]pyridine-6-carboxylate